FC(CN(C(=O)OCC1=C(N=NN1C)C1=CC=C(C(=N1)C)C#CC1(CC1)CC(=O)O)C)CC 2-(1-((6-(5-((((2-fluorobutyl)(methyl)carbamoyl)oxy)methyl)-1-methyl-1H-1,2,3-triazol-4-yl)-2-methylpyridin-3-yl)ethynyl)cyclopropyl)acetic acid